4-bromo-6-fluoro-1,3-dimethyl-1H-indazole BrC1=C2C(=NN(C2=CC(=C1)F)C)C